benzyl (1S,4aR,8aS)-5-(2,2-difluoro-1-hydroxy-ethyl)-1-methyl-3,4,4a,5,6,7,8,8a-octahydro-1H-isoquinoline-2-carboxylate FC(C(O)C1[C@@H]2CCN([C@H]([C@H]2CCC1)C)C(=O)OCC1=CC=CC=C1)F